C(C)N1C(=NN(C1=O)C1=NC=2C(=CN(C(C2C=C1F)=O)C1=C(C=CC=C1)C)[C@H](C(F)(F)F)C)CO (R)-2-(4-Ethyl-3-(hydroxymethyl)-5-oxo-4,5-dihydro-1H-1,2,4-triazol-1-yl)-3-fluoro-6-(o-tolyl)-8-(1,1,1-trifluoropropan-2-yl)-1,6-naphthyridin-5(6H)-one